tert-butyl (2R,4R)-4-(2-chloro-5-oxo-1,6-naphthyridin-6-yl)-2-methyl-piperidine-1-carboxylate ClC1=NC=2C=CN(C(C2C=C1)=O)[C@H]1C[C@H](N(CC1)C(=O)OC(C)(C)C)C